OCC1(CC1)NC(=O)C1=C(OC=2N=CN=C(C21)NC2(CC2)C)C N-[1-(hydroxymethyl)cyclopropyl]-6-methyl-4-[(1-methylcyclopropyl)amino]furo[2,3-d]pyrimidine-5-carboxamide